Cyclopropyl-6-nitro-1H-indazole C1(CC1)N1N=CC2=CC=C(C=C12)[N+](=O)[O-]